N[C@H](C(C)C)C(=O)N1CCN(CC1)C(=O)C1=C(C=C(C=C1)NC=1C=2N(C=CN1)C(=CN2)C=2C(=NN(C2)CC#N)C(F)F)CC 2-(4-(8-((4-(4-(D-valyl)piperazine-1-carbonyl)-3-ethylphenyl)amino)imidazo[1,2-a]pyrazin-3-yl)-3-(difluoromethyl)-1H-pyrazol-1-yl)acetonitrile